3-(7-azido-6-fluoro-2,3-dihydro-1-benzofuran-4-yloxy)propan-1-amine N(=[N+]=[N-])C1=C(C=C(C=2CCOC21)OCCCN)F